CN1N=C(C=2C(N(C=CC21)C)=O)NC2=C(C(=O)NC([2H])([2H])[2H])C=CC(=N2)NC2=NN(C=C2)C ((1,5-dimethyl-4-oxo-4,5-dihydro-1H-pyrazolo[4,3-c]pyridin-3-yl)amino)-N-(methyl-d3)-6-((1-methyl-1H-pyrazol-3-yl)amino)nicotinamide